triphenylvinyl-phenol methacrylate C(C(=C)C)(=O)OC1=C(C=CC=C1)C(=C(C1=CC=CC=C1)C1=CC=CC=C1)C1=CC=CC=C1